NC1=NC=CC(=C1Cl)OC1=C(C=C(C=C1)NC(=O)C=1SC(=CC1)C1=CC=CC=C1)F N-(4-((2-amino-3-chloropyridin-4-yl)oxy)-3-fluorophenyl)-5-phenylthiophene-2-carboxamide